γ-hydroxypropyl acrylate C(C=C)(=O)OCCCO